Cl.C[C@@H]1CN(C[C@@H](N1)C)C1=C2C(=NC=C1)N(CC2)C(=O)NC=2C(=CC=1N(C2)N=CN1)C 4-((3R,5S)-3,5-dimethylpiperazin-1-yl)-N-(7-methyl-[1,2,4]triazolo[1,5-a]pyridin-6-yl)-2,3-dihydro-1H-pyrrolo[2,3-b]pyridine-1-carboxamide hydrochloride